C(N)(OC1=CC2=C(OCO2)C=C1C)=O (6-methylbenzo[d][1,3]dioxol-5-yl) carbamate